2-((5-(4-chloro-2-fluoro-phenyl)-3-methyl-triazol-4-yl)methyl)-5-((3R)-3-isopropoxy-pyrrolidin-1-yl)pyridazin-3-one ClC1=CC(=C(C=C1)C1=C(N(N=N1)C)CN1N=CC(=CC1=O)N1C[C@@H](CC1)OC(C)C)F